N-[(1r,4r)-4-hydroxy-4-(trifluoromethyl)cyclohexyl]-4-azaspiro[2.5]octane-7-carboxamid OC1(CCC(CC1)NC(=O)C1CCNC2(CC2)C1)C(F)(F)F